pyrrolo[1,2-a]pyrimidine-3-sulfonyl chloride N=1C=2N(C=C(C1)S(=O)(=O)Cl)C=CC2